4-(N,N'-diglycidyl-2-piperazinyl)-glycidoxybenzene C(C1CO1)N1C(CN(CC1)CC1CO1)C1=CC=C(C=C1)OCC1CO1